ClC1=NC(=CC(=C1)CO)C=1SC=CC1 (2-chloro-6-(thiophen-2-yl)pyridin-4-yl)methanol